4,4-difluorobut-2-enoic acid methyl ester COC(C=CC(F)F)=O